C(C)N(C)C(CC=C[SiH3])N(CC)C bis(ethylmethylamino)ethylvinylsilane